C(C)(C)(C)OC(=O)N1C[C@@H](N(CC1)CC1=NC=CC(=C1)OC)C (3S)-4-[(4-methoxy-2-pyridinyl)methyl]-3-methyl-piperazine-1-carboxylic acid tert-butyl ester